2-bromo-5-chloro-pyrazolo[1,5-a]pyrimidine-3-carbaldehyde BrC1=NN2C(N=C(C=C2)Cl)=C1C=O